C(C)(C)(CC)OOC1(CCCCC1)OOC(C)(C)CC 1,1-di(t-pentylperoxy)-cyclohexane